(S)-6-amino-2-((S)-2-((R)-4-((3R,5R,8R,9S,10S,13R,14S,17R)-3-hydroxy-10,13-dimethyl-hexadecahydro-1H-cyclopenta[a]phenanthren-17-yl)pentanamido)-3-methylbutanamido)hexanoic acid NCCCC[C@@H](C(=O)O)NC([C@H](C(C)C)NC(CC[C@@H](C)[C@H]1CC[C@H]2[C@@H]3CC[C@@H]4C[C@@H](CC[C@@]4([C@H]3CC[C@]12C)C)O)=O)=O